tert-butyl (1R,5S)-3-(7-bromo-2-chloro-8-fluoro-6-iodoquinazolin-4-yl)-3,8-diazabicyclo[3.2.1]octane-8-carboxylate BrC1=C(C=C2C(=NC(=NC2=C1F)Cl)N1C[C@H]2CC[C@@H](C1)N2C(=O)OC(C)(C)C)I